1-(4-bromo-3-chlorophenyl)methylamine BrC1=C(C=C(C=C1)CN)Cl